ClC=1C=CC2=C(C(=NCC(N2CCN(CC)CC)=O)C2=C(C=CC=C2)F)C1 7-chloro-1-(2-diethylaminoethyl)-5-(2-fluorophenyl)-1H-1,4-benzodiazepin-2(3H)-one